C[Si](OOC(C)(C)C)(C1=CC=CC=C1)C dimethylphenyl-(t-butylperoxy)silane